FC(C1=NC=CC(=C1)N(C(=O)NC=1C=NC(=C(C1)C=1C=NC2=CC(=NC=C2C1)NC)C)C)F 1-(2-(difluoromethyl)pyridin-4-yl)-1-methyl-3-(6-methyl-5-(7-(methylamino)-1,6-naphthyridin-3-yl)pyridin-3-yl)urea